(2R)-N-ethyl-2-[2-methyl-4-(7-methyl-1-tetrahydropyran-2-yl-3-vinyl-pyrazolo[3,4-c]pyridin-5-yl)pyrazol-3-yl]oxy-propan-1-amine C(C)NC[C@@H](C)OC=1N(N=CC1C=1C=C2C(=C(N1)C)N(N=C2C=C)C2OCCCC2)C